N-(3-Cyano-4-methyl-1H-indol-7-yl)-1-(2-oxopyrrolidin-3-yl)pyrazol-4-sulfonamid C(#N)C1=CNC2=C(C=CC(=C12)C)NS(=O)(=O)C=1C=NN(C1)C1C(NCC1)=O